tetrazapentacyclo[15.6.1.12,6.18,11.020,24]hexacosa-1(23),2(26),3,5,17(24),19,21-heptaen C=12C=3N=NN=C(NC4CCC(CCCCCC=5CC=C(C=CC1)C25)C4)C3